3-bromo-4-chloro-1-((2-(trimethylsilyl)ethoxy)methyl)-1H-pyrrolo[2,3-b]pyridine-5-carbaldehyde BrC1=CN(C2=NC=C(C(=C21)Cl)C=O)COCC[Si](C)(C)C